3-bromo-1-propene BrCC=C